1-butene-3,4-dicarboxylic anhydride C=CC1CC(=O)OC1=O